5-bromo-4-(5-cyclopropyl-1,3,4-oxadiazol-2-yl)-1-(3-fluoro-4-methylbenzyl)-8-methyl-1,3-dihydro-2H-benzo[b]azepin-2-one BrC=1C2=C(N(C(CC1C=1OC(=NN1)C1CC1)=O)CC1=CC(=C(C=C1)C)F)C=C(C=C2)C